sulfonylamino-ethyl-boronic acid S(=O)(=O)=NCCB(O)O